tert-butyl 4-[4-(6-hydroxy-4-oxo-quinazolin-3-yl)phenyl]piperazine-1-carboxylate OC=1C=C2C(N(C=NC2=CC1)C1=CC=C(C=C1)N1CCN(CC1)C(=O)OC(C)(C)C)=O